N=1C=NN2C1C=C(C=C2)OC2=C(C=C(C=C2)NC2=NC=NN1C2=CC(=C1)N1CC2N(C(C1)C2)C(C=C)=O)Cl 1-(3-(4-((4-([1,2,4]triazolo[1,5-a]pyridin-7-yloxy)-3-chlorophenyl)amino)pyrrolo[2,1-f][1,2,4]triazin-6-yl)-3,6-diazabicyclo[3.1.1]heptan-6-yl)prop-2-en-1-one